CC1=CC=C(C=C1)S(=O)O p-Toluenesulfinic Acid